ClC1=C2C(=NC(=C1)N1CC(CCC1)NC(OC(C)(C)C)=O)N(N=C2)C tert-Butyl N-(1-{4-chloro-1-methyl-1H-pyrazolo[3,4-b]pyridin-6-yl}piperidin-3-yl)carbamate